3-methoxy-5-((4-methylphenyl)sulfonylamino)-N-(pyridin-3-ylmethyl)benzamide COC=1C=C(C(=O)NCC=2C=NC=CC2)C=C(C1)NS(=O)(=O)C1=CC=C(C=C1)C